CC1=CC(=NN1)C1(NC(=NC2=CC=CC=C12)NC1=CC=C(C=C1)C#N)N 4-(5-methyl-1H-pyrazol-3-yl)-N2-(4-cyanophenyl)quinazoline-2,4-diamine